3-(4-((1r,4r)-4-(hydroxymethyl)cyclohexyl)-3-methyl-2-oxo-2,3-dihydro-1H-benzo[d]imidazol-1-yl)piperidine-2,6-dione OCC1CCC(CC1)C1=CC=CC=2N(C(N(C21)C)=O)C2C(NC(CC2)=O)=O